tert-butyl (3-(1-(trifluoromethyl)cyclopropyl)benzyl)carbamate FC(C1(CC1)C=1C=C(CNC(OC(C)(C)C)=O)C=CC1)(F)F